ClC1=CC(=CC=2CN(CCOC21)CC=2C=NC(=NC2)OC)N2N=CC1=CC(=CC=C21)F 9-chloro-7-(5-fluoroindazol-1-yl)-4-[(2-methoxypyrimidin-5-yl)methyl]-3,5-dihydro-2H-1,4-benzoxazepine